methyl 3'-bromo-4'-hydroxy-[1,1'-biphenyl]-4-carboxylate BrC=1C=C(C=CC1O)C1=CC=C(C=C1)C(=O)OC